tert-butyl (3-(3-(4-cyano-2,6-difluorophenyl)isoxazole-5-yl)-5-(4-(isopropylsulfonyl)phenyl)pyrazin-2-yl)carbamate C(#N)C1=CC(=C(C(=C1)F)C1=NOC(=C1)C=1C(=NC=C(N1)C1=CC=C(C=C1)S(=O)(=O)C(C)C)NC(OC(C)(C)C)=O)F